di(dodecyl) 3,3'-thiodipropionate S(CCC(=O)OCCCCCCCCCCCC)CCC(=O)OCCCCCCCCCCCC